C(C)(C)(C)OC(=O)[C@@H]1N[C@H]([C@]([C@@H]1C1=C(C=C(C=C1)Cl)Cl)(C#N)C1=C(C=C(C=C1)Cl)F)CC(C)(C)C (2R,3R,4R,5S)-4-(4-chloro-2-fluorophenyl)-3-(2,4-dichlorophenyl)-4-cyano-5-neopentylpyrrolidine-2-carboxylic acid tert-butyl ester